(3-cyclopropyl-5-(3-methyl-1H-pyrazol-4-yl)pyrazolo[1,5-a]pyrimidin-7-yl)(4-(pyridin-2-yl)benzyl)carbamic acid tert-butyl ester C(C)(C)(C)OC(N(CC1=CC=C(C=C1)C1=NC=CC=C1)C1=CC(=NC=2N1N=CC2C2CC2)C=2C(=NNC2)C)=O